3-(4-fluorobenzoyl)-2-isobutyryl-N,3-diphenyloxirane-2-carboxamide FC1=CC=C(C(=O)C2(C(O2)(C(=O)NC2=CC=CC=C2)C(C(C)C)=O)C2=CC=CC=C2)C=C1